N-(3-Chloro-2'-hydroxy-3'-(3-(piperazin-1-yl)isoxazol-5-yl)-[1,1'-biphenyl]-4-yl)acetamide 2,2,2-trifluoroacetate FC(C(=O)O)(F)F.ClC=1C=C(C=CC1NC(C)=O)C1=C(C(=CC=C1)C1=CC(=NO1)N1CCNCC1)O